acryloyloxy-1,2,2,6,6-Pentamethylpiperidine C(C=C)(=O)OC1C(N(C(CC1)(C)C)C)(C)C